N-[2-(3-aminoazetidin-1-yl)-2-oxo-ethyl]-4-[[3-[1-(cyanomethyl)-3-(trifluoromethyl)pyrazol-4-yl]imidazo[1,2-a]pyrazin-8-yl]amino]-2-ethyl-benzamide formate C(=O)O.NC1CN(C1)C(CNC(C1=C(C=C(C=C1)NC=1C=2N(C=CN1)C(=CN2)C=2C(=NN(C2)CC#N)C(F)(F)F)CC)=O)=O